2-(diphenylphosphino)-N-phenylaniline C1(=CC=CC=C1)P(C1=C(NC2=CC=CC=C2)C=CC=C1)C1=CC=CC=C1